di-isopropyl 2-cyano-2,3-diisopropylsuccinate C(#N)C(C(=O)OC(C)C)(C(C(=O)OC(C)C)C(C)C)C(C)C